(5Z)-5-[[1-(4-isopropylphenyl)pyrazol-4-yl]methylene]thiazolidine-2,4-dione C(C)(C)C1=CC=C(C=C1)N1N=CC(=C1)\C=C/1\C(NC(S1)=O)=O